O1C(COCC1)COC1=CC(=C(C(=N1)CCC1=CC=C(OCC=2OC=C(N2)C(=O)OC)C=C1)CC)O Methyl 2-((4-(2-(6-((1,4-dioxan-2-yl)methoxy)-3-ethyl-4-hydroxypyridin-2-yl)ethyl)phenoxy)methyl)oxazole-4-carboxylate